3,7-dimethyl-2,6-octadiene CC(=CC)CCC=C(C)C